1-(3-methyl-3-(2-(5-(trifluoromethyl)isoxazol-3-yl)vinyl)azetidin-1-yl)prop-2-en-1-one CC1(CN(C1)C(C=C)=O)C=CC1=NOC(=C1)C(F)(F)F